ethyl 6-[2-(tert-butoxycarbonylamino) ethyl]-7-oxo-5H-pyrrolo[3,4-b]pyridine-2-carboxylate C(C)(C)(C)OC(=O)NCCN1C(C2=NC(=CC=C2C1)C(=O)OCC)=O